2-((4-ethylphenyl)ethynyl)-nitrobenzene C(C)C1=CC=C(C=C1)C#CC1=C(C=CC=C1)[N+](=O)[O-]